ClC1=CC=C(OC2=C(C=C(C=C2)O)Cl)C=C1 4-(4-chlorophenoxy)-3-chlorophenol